COC1=C(C(=CC=C1)OC)N1C(=NC=2C1=NC=C(N2)NS(=O)(=O)CC2(CN(C2)C(=O)OC(C)(C)C)O)C2=NC(=CC=C2)OCC tert-butyl 3-((N-(1-(2,6-dimethoxyphenyl)-2-(6-ethoxypyridin-2-yl)-1H-imidazo[4,5-b]pyrazin-5-yl)sulfamoyl)methyl)-3-hydroxyazetidine-1-carboxylate